5-(4-(cyclopropanecarbonyl)piperazin-1-yl)(6-fluoro-4-(4-methoxy-4-methylpiperidin-1-yl)quinolin-3-yl)methanone C1(CC1)C(=O)N1CCN(CC1)C1=C2C(=C(C=NC2=CC=C1F)C=O)N1CCC(CC1)(C)OC